Pyrophosphate calcium [Ca+2].[O-]P([O-])(=O)OP(=O)([O-])[O-].[Ca+2]